3,4-dimethyl-1,2,4-thiadiazole-5(4H)-thione CC1=NSC(N1C)=S